OC=1SC(=CC1)NC(C1=C(C=CC=C1)O)=O N-(2-hydroxy-5-thiophenyl)-2-hydroxybenzoamide